4-cyclopropoxy-N-[3,5-difluoro-4-({7-[(2R)-2-hydroxypropoxy]-6-methoxyquinolin-4-yl}oxy)phenyl]pyridine-3-carboxamide C1(CC1)OC1=C(C=NC=C1)C(=O)NC1=CC(=C(C(=C1)F)OC1=CC=NC2=CC(=C(C=C12)OC)OC[C@@H](C)O)F